FC1=C(C=C(C=C1)F)[C@@H]1N(CCC1)C1=NC=2N(C=C1)N=CC2C(=O)NC2CCN(CC2)S(=O)(=O)C (R)-5-(2-(2,5-difluorophenyl)pyrrolidin-1-yl)-N-(1-(methylsulfonyl)piperidin-4-yl)pyrazolo[1,5-a]pyrimidine-3-carboxamide